(4-((3,6-dimethoxy-9H-carbazole-9-yl)methyl)benzyl)phosphonic acid COC=1C=CC=2N(C3=CC=C(C=C3C2C1)OC)CC1=CC=C(CP(O)(O)=O)C=C1